CN(C=1C=C(CN(C2=NC=C(C=C2)OCCN2CCOCC2)CC2=CC(=CC=C2)OC)C=CC1)C N-(3-(dimethylamino)benzyl)-N-(3-methoxybenzyl)-5-(2-morpholinoethoxy)pyridin-2-amine